COC(C(CCCCC(CO)(C)C)(C)C1=CC(=CC=C1)I)=O.C[C@H]1[C@H](CN(C1)C1=C2C=CC=NC2=C(C=C1)C(F)(F)F)NC(CC1CCN(CC1)C)=O N-[(3R,4R)-4-methyl-1-[8-(trifluoromethyl)quinolin-5-yl]pyrrolidin-3-yl]-2-(1-methylpiperidin-4-yl)acetamide methyl-8-hydroxy-2-(3-iodophenyl)-2,7,7-trimethyl-octanoate